(2Z)-2-methoxyimino-2-[2-[[(E)-[2-methoxy-1-(2,4-difluorophenyl)ethylidene]amino]oxymethyl]-3-bromo-phenyl]-N-methyl-acetamide CO\N=C(/C(=O)NC)\C1=C(C(=CC=C1)Br)CO/N=C(/COC)\C1=C(C=C(C=C1)F)F